fructosyl-isoleucine tert-butyl-(3aR,5s,6aS)-5-(4-chloro-5-{[3-methyl-5-(phenylethynyl)pyridin-2-yl]carbamoyl}-1H-pyrazol-1-yl)hexahydrocyclopenta[c]pyrrole-2(1H)-carboxylate C(C)(C)(C)C1N(C[C@H]2[C@@H]1C[C@H](C2)N2N=CC(=C2C(NC2=NC=C(C=C2C)C#CC2=CC=CC=C2)=O)Cl)C(=O)O.OCC2([C@@H](O)[C@H](O)[C@H](O2)CO)N[C@@H]([C@@H](C)CC)C(=O)O